BrC#CC(CCCC(=O)NCCCCCCNC(C[C@@H]1C=2N(C3=C(C(=N1)C1=CC=C(C=C1)Cl)C(=C(S3)C)C)C(=NN2)C)=O)Cl 7-Bromo-5-chloro-N-(6-(2-((R)-4-(4-chlorophenyl)-2,3,9-trimethyl-6H-thieno[3,2-f][1,2,4]triazolo[4,3-a][1,4]diazepin-6-yl)acetamido)hexyl)hept-6-ynamide